2-fluoro-6-[(3-methylbut-2-en-1-yl)amino]-9-(tetrahydrofuran-2-yl)-9H-purine FC1=NC(=C2N=CN(C2=N1)C1OCCC1)NCC=C(C)C